6-bromo-7-fluoro-4-oxo-2-(trifluoromethyl)-3,4-dihydroquinazoline-8-carbaldehyde BrC=1C=C2C(NC(=NC2=C(C1F)C=O)C(F)(F)F)=O